C(C)(C)(C)OC(=O)N1C[C@@H]2CN(C[C@@H]2C1)C1CCOCC1 (3aR,6aS)-5-(tetrahydro-2H-pyran-4-yl)hexahydropyrrolo[3,4-c]pyrrole-2(1H)-carboxylic acid tert-butyl ester